tert-Butyl 4-(4-(4-(tert-butoxycarbonyl)piperazin-1-yl)-1-naphthoyl)piperazine-1-carboxylate C(C)(C)(C)OC(=O)N1CCN(CC1)C1=CC=C(C2=CC=CC=C12)C(=O)N1CCN(CC1)C(=O)OC(C)(C)C